ClC1=CC=C(C(=N1)C(=O)O)N[C@H](C)C1=C2N=C(C(=NC2=CC(=C1)C)C#N)N1CC(CC1)=O (R)-6-chloro-3-((1-(2-cyano-7-methyl-3-(3-oxopyrrolidin-1-yl)quinoxalin-5-yl)ethyl)amino)picolinic acid